FC(C=1C=C(COC2=CC=C3CCNCC3=C2)C=CC1)(F)F 7-((3-(trifluoromethyl)benzyl)oxy)-1,2,3,4-tetrahydroisoquinoline